C(C)(C)C1=C(C(=CC=C1)C(C)C)N1C(N(C=C1)C1=C(C=CC=C1C(C)C)C(C)C)=[Au-] 1,3-bis(2,6-diisopropylphenyl)imidazol-2-ylidenegold(I)